N-(4-fluoro-3-(trifluorometh-yl)phenyl)-5-(2-methoxy-5-(3a,4,6,6a-tetrahydrofuro[3,4-d]isoxazol-3-yl)-benzamido)-2-methylbenzo[d]thiazole-6-carboxamide FC1=C(C=C(C=C1)NC(=O)C1=CC2=C(N=C(S2)C)C=C1NC(C1=C(C=CC(=C1)C1=NOC2C1COC2)OC)=O)C(F)(F)F